7-methyl-1-[(2H-1,2,3,4-tetrazol-5-yl)methyl]6,7-dihydro-1H-purin-6-one CN1C=NC=2N=CN(C(C12)=O)CC=1N=NNN1